2-(1-phenyldodecyl)malononitrile C1(=CC=CC=C1)C(CCCCCCCCCCC)C(C#N)C#N